tert-butyl 3-(6-chloro-2-(((R)-1,1-dimethoxypropan-2-yl)oxy)-8-fluoro-7-(3-hydroxynaphthalen-1-yl)quinazolin-4-yl)-3,8-diazabicyclo[3.2.1]octane-8-carboxylate ClC=1C=C2C(=NC(=NC2=C(C1C1=CC(=CC2=CC=CC=C12)O)F)O[C@@H](C(OC)OC)C)N1CC2CCC(C1)N2C(=O)OC(C)(C)C